CC1(CNC1)C (R,R)-trans-dimethylazetidine